COC1CCC(CC1)N1N=CC(=C1)[N+](=O)[O-] (4-methoxycyclohexyl)-4-nitro-1H-pyrazole